C[Si](CCOCN1N=C(C2=C1CCC2)C=O)(C)C 1-(2-trimethylsilylethoxymethyl)-5,6-dihydro-4H-cyclopenta[c]pyrazole-3-carbaldehyde